(S)-METHYL 6'-CHLORO-3',4,4',5-TETRAHYDRO-2H,2'H-SPIRO[BENZO[B][1,4]OXAZEPINE-3,1'-NAPHTHALENE]-7-CARBOXYLATE ClC=1C=C2CCC[C@]3(C2=CC1)CNC1=C(OC3)C=CC(=C1)C(=O)OC